N-[4-(2,3-dimethylphenyl)-5-ethyl-6-(4-piperazin-1-ylphenoxy)pyrimidin-2-yl]-1-methyl-pyrazole-4-sulfonamide CC1=C(C=CC=C1C)C1=NC(=NC(=C1CC)OC1=CC=C(C=C1)N1CCNCC1)NS(=O)(=O)C=1C=NN(C1)C